S(N)(OCC1C(CCC1NC1=NC(=NC=C1)C(=O)C=1SC(=C(C1)C(=C)C1=CC(=CC=C1)Cl)C)O)(=O)=O [5-({4-[1-(3-chlorophenyl)vinyl]-5-methyl-2-thienyl{carbonyl}pyrimidin-4-yl}amino)-2-hydroxycyclopentyl]methyl sulfamate